6-(4-Methylbenzyl)-3-(3-fluorobenzyl)-2,3,4,6-tetrahydropyrido[3,4-c][1,8]naphthyridine CC1=CC=C(CN2C=C3C(C=4C=CC=NC24)=CCN(C3)CC3=CC(=CC=C3)F)C=C1